(3-chloro-4-fluorophenyl)-1-((5-(difluoromethyl)-4-(2-methoxyethyl)-4H-1,2,4-triazol-3-yl)methyl)-1-(6-methoxypyridin-3-yl)urea ClC=1C=C(C=CC1F)NC(N(C=1C=NC(=CC1)OC)CC1=NN=C(N1CCOC)C(F)F)=O